6-Chloro-5-(methylamino)-3-(4-morpholinoanilino)pyrazine ClC1=C(N=C(C=N1)NC1=CC=C(C=C1)N1CCOCC1)NC